COC(=O)[C@H]1N(C[C@@H](C1)C1CCCC1)C(=O)OC(C)(C)C (2S,4S)-4-cyclopentylpyrrolidine-1,2-dicarboxylic acid 1-(tert-butyl) ester 2-methyl ester